N,N-dipropyl-octylamine C(CC)N(CCC)CCCCCCCC